C(#N)C1=CC2=C(CNCCO2)C=C1 8-Cyano-3,5-dihydro-2H-1,4-benzoxazepine